ClC=1C=C(C=CC1CCC(C)(C)C)C12CC[C@@H](CC2=CN(C(N1)=O)C12CC(C1)(C2)C(=O)O)OC 3-{(S)-8a-[3-Chloro-4-(3,3-dimethyl-butyl)phenyl]-6-methoxy-2-oxo-1,5,6,7,8,8a-hexahydro-2H-quinazolin-3-yl}bicyclo[1.1.1]pentane-1-carboxylic acid